8,8'-((2-(2-hydroxy-ethyl)cyclohexyl)-azanediyl)bis(N,N-didecyloctanamide) OCCC1C(CCCC1)N(CCCCCCCC(=O)N(CCCCCCCCCC)CCCCCCCCCC)CCCCCCCC(=O)N(CCCCCCCCCC)CCCCCCCCCC